7-methyl-5-(4-(pyrimidin-2-yloxy)phenyl)-6-(3-azaspiro[5.5]undecan-9-yl)-7H-pyrrolo[2,3-d]pyrimidin-4-amine CN1C(=C(C2=C1N=CN=C2N)C2=CC=C(C=C2)OC2=NC=CC=N2)C2CCC1(CCNCC1)CC2